2-(2-methoxyethyl)pyridazin-3(2H)-one hydrochloride Cl.COCCN1N=CC=CC1=O